C(O)C(C(=O)[O-])(C)CO dimethylolpropionate